(2R)-2-benzyl-4-chloro-N-(8-fluoro-2-methyl-3-quinolyl)pent-4-enamide C(C1=CC=CC=C1)[C@@H](C(=O)NC=1C(=NC2=C(C=CC=C2C1)F)C)CC(=C)Cl